N1(N=NC=C1)C1=CC(=NC=N1)OCC1=C(N=NN1C)C1=CC=C(C(=N1)C)O[C@@H]1C[C@H](CCC1)C(=O)O (1S,3S)-3-((6-(5-(((6-(1H-1,2,3-triazol-1-yl)pyrimidin-4-yl)oxy)methyl)-1-methyl-1H-1,2,3-triazol-4-yl)-2-methyl-pyridin-3-yl)oxy)cyclohexane-1-carboxylic acid